(3S,4R,5R,6R)-2-(4-chloro-3-(4-ethoxyphenyl)phenyl)-6-(hydroxymethyl)-5-(pentanoyloxy)tetrahydro-2H-pyran ClC1=C(C=C(C=C1)C1O[C@@H]([C@@H](CC1)OC(CCCC)=O)CO)C1=CC=C(C=C1)OCC